CC1=CN2C(S1)=CN=C2 2-methylimidazo[5,1-b]thiazole